CON(C(=O)C1=NN(C=C1)C(F)(F)F)C N-Methoxy-N-methyl-1-(trifluoromethyl)pyrazole-3-carboxamide